4-Chlorobenzofuran-3-yl acetate C(C)(=O)OC1=COC2=C1C(=CC=C2)Cl